1-(2-(3-((2-(difluoromethoxy)-6-methylpyridin-3-yl)carbamoyl)-3-(2-isopropylphenyl)azetidin-1-yl)-2-oxoethyl)cyclopropane-1-carboxylic acid FC(OC1=NC(=CC=C1NC(=O)C1(CN(C1)C(CC1(CC1)C(=O)O)=O)C1=C(C=CC=C1)C(C)C)C)F